alpha-aminopropionic acid NC(C(=O)O)C